(1R,2S,4r)-4-(4-(4-(1-(pent-3-yl)-1H-pyrazol-4-yl)pyrazolo[1,5-a]pyrazin-6-yl)-1H-pyrazol-1-yl)cyclopentane-1,2-diol CCC(CC)N1N=CC(=C1)C=1C=2N(C=C(N1)C=1C=NN(C1)C1C[C@@H]([C@@H](C1)O)O)N=CC2